C(C1=CC=CC=C1)OC1=C(C(=CC(=C1)C=CC)OCC1=CC=CC=C1)C1=C2CC(N(C2=CC=C1C)CCF)=O 4-(2,6-bis(benzyloxy)-4-(prop-1-en-1-yl)phenyl)-1-(2-fluoroethyl)-5-methylindolin-2-one